tert-butyl 4-(4-{[(4-bromo-2-chlorophenyl)carbamoyl]methyl}-2-(1,3-dihydro-2-benzofuran-5-yl)-5-ethyl-7-oxo-[1,2,4]triazolo[1,5-a]pyrimidin-6-yl)piperazine-1-carboxylate BrC1=CC(=C(C=C1)NC(=O)CN1C=2N(C(C(=C1CC)N1CCN(CC1)C(=O)OC(C)(C)C)=O)N=C(N2)C2=CC1=C(COC1)C=C2)Cl